CN1N=C(C=C1)C=1C=C(C=CC1)C1=C(C(=NC(=N1)N1CCOCC1)NC1=CC=[N+](C=C1)C)C=1OC=CN1 6-[3-(1-methylpyrazol-3-yl)phenyl]-N-(1-methylpyridin-1-ium-4-yl)-2-morpholino-5-oxazol-2-yl-pyrimidin-4-amine